COCC1=NN2C(OC(C3=C2C=C(C=C3)C)=N)=C1 2-(methoxymethyl)-8-methyl-5H-benzo[d]pyrazolo[5,1-b][1,3]oxazin-5-imine